C1(CCC1)CN(C(OC(C)(C)C)=O)[C@H]1CN(CCC1)C1=CC(N(C=C1)CC1=NN(C(=C1)C=1C=NC=C(C1)OC)COCC[Si](C)(C)C)=O tert-butyl (R)-(cyclobutylmethyl)(1-(1-((5-(5-methoxypyridin-3-yl)-1-((2-(trimethylsilyl)ethoxy)methyl)-1H-pyrazol-3-yl)methyl)-2-oxo-1,2-dihydropyridin-4-yl)piperidin-3-yl)carbamate